O1C(CCC1)NC(=S)N 1-(2-tetrahydrofuryl)-2-thiourea